N-(trans-4-hydroxy-4-methylcyclohexyl)-4-(6-methylfuro[3,2-c]pyridin-4-yl)benzamide OC1(CCC(CC1)NC(C1=CC=C(C=C1)C1=NC(=CC2=C1C=CO2)C)=O)C